C1(=CC=CC=C1)CCCC1=NOC(=N1)[C@H]1N(C[C@@H](C1)C1=CC=CC=C1)S(=O)(=O)CC1=CC=CC=C1 3-(3-phenylpropyl)-5-[(2S,4S)-1-benzylsulfonyl-4-phenylpyrrolidin-2-yl]-1,2,4-oxadiazole